FC=1C(=NC=C(C1)F)COC1=CC(N(C(=C1)C)C1=CC(=NC=C1OC)C(=C)OCC)=O 4-[(3,5-difluoropyridin-2-yl)methoxy]-2'-(1-ethoxyethenyl)-5'-methoxy-6-methyl-[1,4'-bipyridin]-2-one